3'-thioguanosine triphosphate P(O)(=O)(OP(=O)(O)OP(=O)(O)O)OC[C@@H]1[C@H]([C@H]([C@@H](O1)N1C=NC=2C(=O)NC(N)=NC12)O)S